tert-butyl (exo)-6-(4-(5-bromo-1-methyl-1H-imidazole-2-carboxamido)-2-chlorobenzamido)-3-azabicyclo[3.1.0]hexane-3-carboxylate BrC1=CN=C(N1C)C(=O)NC1=CC(=C(C(=O)NC2C3CN(CC23)C(=O)OC(C)(C)C)C=C1)Cl